(1-ethyl-2,3,4,5-tetramethylcyclopentadienyl)(2-methylbenzo[e]indenyl)zirconium dichloride [Cl-].[Cl-].C(C)C1(C(=C(C(=C1C)C)C)C)[Zr+2]C1=C(CC=2C=CC3=C(C12)C=CC=C3)C